ClC1=C(C(=CC=C1)Cl)NC=1N(C2=NC(=NC=C2N1)N[C@H](CO)CC)C1CCC(CC1)C(=O)N (1R,4s)-4-(8-(2,6-dichlorophenylamino)-2-((S)-1-hydroxybutan-2-ylamino)-9H-purin-9-yl)cyclohexanecarboxamide